BrC=1C=C(C=CC1)C(=C)C=1C(=NC=C(C1I)F)NC1=CC(CC(C1)(C)C)=O 3-((3-(1-(3-bromophenyl)vinyl)-5-fluoro-4-iodopyridin-2-yl)amino)-5,5-dimethylcyclohex-2-en-1-one